2-(2-Chlorophenyl)-N-(3,3-difluorocyclobutyl)-2-((5-fluoropyridin-3-yl)amino)acetamide ClC1=C(C=CC=C1)C(C(=O)NC1CC(C1)(F)F)NC=1C=NC=C(C1)F